CC1CC=2NC3=CC=C(C=C3C2CC1)S(=O)(=O)NC1=CC=C(C(=O)OCC)C=C1 ethyl 4-(2-methyl-2,3,4,9-tetrahydro-1H-carbazole-6-sulfonamido)benzoate